C1N(CCC2=CC=CC=C12)C[C@H](CN1C[C@H](OC2=C(C1)C=CC(=C2)O[C@H]2CN(CC2)C)C)O (2R)-4-[(2R)-3-(3,4-dihydro-1H-isoquinolin-2-yl)-2-hydroxy-propyl]-2-methyl-8-[(3R)-1-methylpyrrolidin-3-yl]oxy-2,3-dihydro-1,4-benzoxazepine